1,4,7-tris(carboxymethyl)-1,4,7,10-tetraazacyclododecane C(=O)(O)CN1CCN(CCN(CCNCC1)CC(=O)O)CC(=O)O